BrC1=C(C=C(C=N1)N)C(F)(F)F 6-bromo-5-(trifluoromethyl)pyridin-3-amine